5-(1'-(4,8-dimethoxyquinoline-2-carbonyl)-1-oxospiro[isochroman-3,4'-piperidin]-7-yl)nicotinic acid COC1=CC(=NC2=C(C=CC=C12)OC)C(=O)N1CCC2(CC1)OC(C1=CC(=CC=C1C2)C=2C=NC=C(C(=O)O)C2)=O